ClC=1C=CC2=C(OC3=C(C(=N2)N2CCN(CC2)CC(C(=O)OC)(C)C)C=CC(=C3)SC)C1 Methyl 3-(4-(7-chloro-3-(methylthio) dibenzo[b,f][1,4]oxazepin-11-yl) piperazin-1-yl)-2,2-dimethylpropionate